O=C1OCCN1[C@@H]1C(=NN(C1)C(=O)N[C@H](C)C=1N=NC(=CC1)OC)C1=CC=C(C=C1)Cl (S)-4-(2-oxooxazolidin-3-yl)-3-(4-chlorophenyl)-N-((R)-1-(6-(methoxy)pyridazin-3-yl)ethyl)-4,5-dihydro-1H-pyrazole-1-carboxamide